1-(4-((2-(2,6-dioxopiperidin-3-yl)-1,3-dioxoisoindol-4-yl)amino)cyclohexyl)-N-methylpiperidine-4-carboxamide O=C1NC(CCC1N1C(C2=CC=CC(=C2C1=O)NC1CCC(CC1)N1CCC(CC1)C(=O)NC)=O)=O